4-amino-N-((1S)-1-(4-cyanophenyl)ethyl)-N-ethyl-1,3-dihydrofuro[3,4-c]quinoline-8-carboxamide NC1=NC=2C=CC(=CC2C2=C1COC2)C(=O)N(CC)[C@@H](C)C2=CC=C(C=C2)C#N